FC1=C(OC2=CC=C(C=C2)N2N=C3C(NCC[C@H]3N3CCN(CC3)C(C=C)=O)=C2C(=O)N)C=CC(=C1)F (7R)-2-[4-(2,4-difluorophenoxy)phenyl]-7-[4-(prop-2-enoyl)piperazin-1-yl]-4,5,6,7-tetrahydro-2H-pyrazolo[4,3-b]pyridine-3-carboxamide